C(CCCCCCCC)C1=NC2=CC=CC=C2C(C1)=O nonyl-4-quinolone